5-(2-(1-benzyl-1H-pyrazol-4-yl)phenyl)-3-methylenedihydrofuran-2(3H)-one C(C1=CC=CC=C1)N1N=CC(=C1)C1=C(C=CC=C1)C1CC(C(O1)=O)=C